tert-butyl 2-(4-(5-chloro-2-(4-chloro-1H-1,2,3-triazol-1-yl)phenyl)-2,5-dioxopiperazin-1-yl)-3-(4-methoxyphenyl)propanoate ClC=1C=CC(=C(C1)N1CC(N(CC1=O)C(C(=O)OC(C)(C)C)CC1=CC=C(C=C1)OC)=O)N1N=NC(=C1)Cl